ClC1=C(N2CCCC2=C1C(=O)NC1=CC(=C(C=C1)F)Cl)C(C(=O)NCC(CO)(C)C)=O 6-chloro-N-(3-chloro-4-fluorophenyl)-5-(2-((3-hydroxy-2,2-dimethylpropyl)amino)-2-oxoacetyl)-2,3-dihydro-1H-pyrrolizine-7-carboxamide